5-methoxy-2-methyl-2,3-dihydro-1H-isoindol-1-one COC=1C=C2CN(C(C2=CC1)=O)C